acetonyl-hydroxypropyl-tetrahydropyrantriol C(C(=O)C)C1(C(OCCC1O)(O)CCCO)O